ethyl 2-((1-(tert-butoxycarbonyl) piperidin-4-yl) amino)-4-ethoxypyrimidine-5-carboxylate C(C)(C)(C)OC(=O)N1CCC(CC1)NC1=NC=C(C(=N1)OCC)C(=O)OCC